C1(CCCCC1)C(C)(C1=NC=C(C=C1)C)C1=CC=CC=N1 6-(1-Cyclohexyl-1-(5-methylpyridin-2-yl)ethyl)pyridin